C(C)(C)(C)OC(=O)N1CCN(CC1)C1=NC=NC2=CC=C(C=C12)C=1C=NC(=C(C1)[N+](=O)[O-])NC 4-(6-(6-(Methylamino)-5-nitropyridin-3-yl)quinazolin-4-yl)piperazine-1-carboxylic acid tert-butyl ester